O1CC(C1)C1=CC=C(C=C1)CO (4-(oxetan-3-yl)phenyl)methanol